1-(4-chlorophenyl)-N-methyl-3-(2-(trifluoromethyl)pyrimidin-4-yl)pyrazolo[3,4-d]pyrimidine-6-carboxamide ClC1=CC=C(C=C1)N1N=C(C=2C1=NC(=NC2)C(=O)NC)C2=NC(=NC=C2)C(F)(F)F